ClC=1C=C2C(=NC1)N(C=C2C=2SC=C(N2)C=2C=C(C=CC2)[C@@]2(CCN1C2=NC=C1)O)S(=O)(=O)C1=CC=C(C)C=C1 (R)-7-(3-(2-(5-Chloro-1-tosyl-1H-pyrrolo[2,3-b]pyridin-3-yl)thiazol-4-yl)phenyl)-6,7-dihydro-5H-pyrrolo[1,2-a]imidazol-7-ol